tert-Butyl (7-(3-butyl-4-chloro-2,6-dioxo-3,6-dihydropyrimidin-1(2H)-yl)spiro[3.5]nonan-2-yl)(methyl)carbamate C(CCC)N1C(N(C(C=C1Cl)=O)C1CCC2(CC(C2)N(C(OC(C)(C)C)=O)C)CC1)=O